5-(5-((6-fluoro-3-methyl-4-oxo-4,5-dihydropyrazolo[1,5-a]quinoxalin-7-yl)methyl)-5,6-dihydropyrrolo[3,4-c]pyrrol-2(4H)-yl)-N-methylpicolinamide FC1=C2NC(C=3N(C2=CC=C1CN1CC=2C(C1)=CN(C2)C=2C=CC(=NC2)C(=O)NC)N=CC3C)=O